N(=C=S)C=1C=CC(=C(C1)C1N(CCN(CCN(CCN(C1)CC(=O)O)CC(=O)O)CC(=O)O)CC(=O)O)OC (5-isothiocyanato-2-methoxyphenyl)-1,4,7,10-tetraaza-cyclododecane-1,4,7,10-tetraacetic acid